C(C)(C)(C)C1=CC=C(C=C1)C1=CC(=CC=C1)C1=CC=C(C=C1)C(C)(C)C 4,4''-di-tert-butyl-[1,1':3',1''-terphenyl]